C(C)(=O)C=1C(=C(C=CC1)[S+](C1=C(C(=CC=C1)C(C)=O)[NH-])C1=C(C(=CC=C1)C(C)=O)[NH-])[NH-] tris(acetylamidylphenyl)sulfonium